C(C)(C)(C)OC(=O)N1C2(CC2)CC(CC1)C1=CC=C(C=C1)NC1C(NC(CC1)=O)=O tert-butyl-7-[4-[(2,6-dioxo-3-piperidyl)amino]phenyl]-4-azaspiro[2.5]octane-4-carboxylate